2-((4-(4,4-dimethylcyclohexyl)phenyl)amino)-1-(pyrrolidin-1-yl)propan-1-one methyl-5-(3-bromo-5-fluoro-4-methoxyphenyl)-2,2-dimethylpent-4-enoate COC(C(CC=CC1=CC(=C(C(=C1)F)OC)Br)(C)C)=O.CC1(CCC(CC1)C1=CC=C(C=C1)NC(C(=O)N1CCCC1)C)C